8-chloro-3-(5-(difluoromethyl)-1,3,4-thiadiazol-2-yl)-N-(1-(difluoromethyl)cyclopropyl)imidazo[1,5-a]pyridine-6-sulfonamide ClC=1C=2N(C=C(C1)S(=O)(=O)NC1(CC1)C(F)F)C(=NC2)C=2SC(=NN2)C(F)F